NC(CCC(C(=O)OC)C[C@@H](C(=O)OC)NC(=O)OC(C)(C)C)(C)C dimethyl (4S)-2-(3-amino-3-methyl-butyl)-4-(tert-butoxycarbonylamino)pentanedioate